N-(4-(bicyclo[2.2.1]heptan-2-yloxy)-3,5-difluorophenyl)-2-(pyrrolidin-1-yl)-5-(2,2,2-trifluoroethyl)oxazole-4-carboxamide C12C(CC(CC1)C2)OC2=C(C=C(C=C2F)NC(=O)C=2N=C(OC2CC(F)(F)F)N2CCCC2)F